OC[C@H](C1=CC=CC=C1)NC1=NC(=NC=C1C1=NC(=NO1)C12CCN(CC1)CC2)NC=2C=C1C(=C(NC(C1=CC2)=O)C)C (S)-6-((4-((2-hydroxy-1-phenylethyl)amino)-5-(3-(quinuclidin-4-yl)-1,2,4-oxadiazol-5-yl)pyrimidin-2-yl)amino)-3,4-dimethylisoquinolin-1(2H)-one